O[C@H]1CN(C[C@@H]([C@H]1O)NC1=NC(=CN=C1)C(F)(F)F)C(=O)C1=CC=C(C=C1)C1=CC=C(C=C1)C(=O)N 4'-((3S,4R,5S)-3,4-dihydroxy-5-((6-(trifluoromethyl)pyrazin-2-yl)amino)piperidine-1-carbonyl)-[1,1'-biphenyl]-4-carboxamide